bispyrazino[2,3-f:2',3'-h]quinoxaline-2,3,6,7,10,11-hexacarbonitrile N1=C(C(=NC2=C1C=1N=C(C(=NC1C1=C2N=C(C(=N1)C#N)C#N)C#N)C#N)C#N)C#N